(4-(4-fluoro-2-(trifluoromethyl)phenyl)piperidin-1-yl)(4,5,6,7-tetrahydro-1H-pyrazolo[3,4-c]pyridin-3-yl)methanone FC1=CC(=C(C=C1)C1CCN(CC1)C(=O)C1=NNC=2CNCCC21)C(F)(F)F